CN1N=C(C2=CC=C(C=C12)[C@]12CCN[C@@H]2C(CCC1)C)C |r| 1,3-dimethyl-6-[rac-(3aR,7aR)-7-methyl-3,4,5,6,7,7a-hexahydro-2H-indol-3a-yl]indazole